3-(4-(1-(2,6-dioxopiperidin-3-yl)-3-methyl-2-oxo-2,3-dihydro-1H-benzo[d]imidazol-5-yl)-[1,4'-bipiperidin]-1'-yl)propanoic acid O=C1NC(CCC1N1C(N(C2=C1C=CC(=C2)C2CCN(CC2)C2CCN(CC2)CCC(=O)O)C)=O)=O